FC=1C=C(C=CC1OC1=CC=NC2=CC(=C(C=C12)OC)OCCOC)NC(=O)C=1C(N(C(=CC1)C(F)(F)F)C1=C(C=C(C=C1)F)C)=O N-[3-fluoro-4-[[6-methoxy-7-(2-methoxyethoxy)-4-quinolyl]oxy]phenyl]-1-(4-fluoro-2-methyl-phenyl)-2-oxo-6-(trifluoromethyl)pyridine-3-carboxamide